ClC=1C=C(C=CC1Cl)C=1N(C(=C(C(C1C(=O)OCC)=O)F)C)CC ethyl 2-(3,4-dichlorophenyl)-1-ethyl-5-fluoro-6-methyl-4-oxo-pyridine-3-carboxylate